Copper-chromium-tellurium [Te].[Cr].[Cu]